lithium 1-((6-fluoro-2-methyl-1,2,3,4-tetrahydroisoquinolin-7-yl) methyl)-5-(methoxymethyl)-1H-pyrazole-4-carboxylate FC=1C=C2CCN(CC2=CC1CN1N=CC(=C1COC)C(=O)[O-])C.[Li+]